Benzyl (2S,3R)-1-((S)-2-((S)-2-((2S,3R)-1-amino-3-hydroxy-1-oxobutan-2-ylcarbamoyl) pyrrolidine-1-carbonyl) pyrrolidin-1-yl)-3-hydroxy-1-oxobutan-2-ylcarbamate NC([C@H]([C@@H](C)O)NC(=O)[C@H]1N(CCC1)C(=O)[C@H]1N(CCC1)C([C@H]([C@@H](C)O)NC(OCC1=CC=CC=C1)=O)=O)=O